N-((7-(5-(difluoromethyl)-1,3,4-oxadiazol-2-yl)imidazo[1,2-a]pyridin-2-yl)methyl)-N-(3-fluorophenyl)-1-(spiro[3.3]hept-2-yl)piperidine-4-sulfonamide FC(C1=NN=C(O1)C1=CC=2N(C=C1)C=C(N2)CN(S(=O)(=O)C2CCN(CC2)C2CC1(C2)CCC1)C1=CC(=CC=C1)F)F